C(CCCCCCC\C=C/CCCCCCCC)(=O)O.C(CCCCCCC\C=C/CCCCCCCC)(=O)O.C(CCCCCCC\C=C/CCCCCCCC)(=O)O.O=C[C@H](O)[C@@H](O)[C@H](O)CO xylose trioleate